but-3-ylcarbamic acid tert-butyl ester C(C)(C)(C)OC(NC(CC)C)=O